C(C)(C)(C)OC(=O)N([C@H](C(=O)OC)C1CC1)C Methyl (S)-2-((tert-butoxycarbonyl)(methyl)amino)-2-cyclopropylacetate